C1(=CC=CC=C1)C=1N=C(NC1)C1=NNC2=CC=C(C=C12)C(=O)NCCN1CCC(CC1)NC(OC(C)(C)C)=O tert-butyl (1-(2-(3-(4-phenyl-1H-imidazol-2-yl)-1H-indazole-5-carboxamido)ethyl)piperidin-4-yl)carbamate